2-amino-N-(4-(3-(4-methoxy-4-methylpiperidin-1-yl)phenyl)thiazol-2-yl)acetamide NCC(=O)NC=1SC=C(N1)C1=CC(=CC=C1)N1CCC(CC1)(C)OC